4-(trifluoromethyl)isoindolin-1-one hydrochloride Cl.FC(C1=C2CNC(C2=CC=C1)=O)(F)F